CC(C(CN1N=CC(=C1)C=1N=C(C=2N(C1)N=CC2)C=2C=NN(C2)C(CC)CC)O)C 3-methyl-1-(4-(4-(1-(pentan-3-yl)-1H-pyrazol-4-yl)pyrazolo[1,5-a]pyrazin-6-yl)-1H-pyrazol-1-yl)butan-2-ol